C(CCC)C1=CC=C(C=C1)C1=CC=C(C=C1)C#C[Si](C)(C)C [4-(4-butylphenyl)phenyl]ethynyl-trimethyl-silane